C(C)O[Si](C=C)(C)OCC diethoxy-methyl-vinylsilane